C(C)C=1SC(=C(N1)C)C=1N=C(C=2OCCNC2N1)NCCC1=CNC2=CC=CC=C12 2-(2-ethyl-4-methyl-thiazol-5-yl)-N-[2-(1H-indol-3-yl)ethyl]-7,8-dihydro-6H-pyrimido[5,4-b][1,4]oxazin-4-amine